N-(4-fluoro-3-((2-((1-methyl-1H-pyrazol-4-yl)amino)-5-(2-(trifluoromethyl)phenyl)pyrimidin-4-yl)amino)phenyl)acrylamide FC1=C(C=C(C=C1)NC(C=C)=O)NC1=NC(=NC=C1C1=C(C=CC=C1)C(F)(F)F)NC=1C=NN(C1)C